3-(5-(((S)-1-((2-(7-Oxa-2-azaspiro[3.5]nonan-2-yl)quinolin-6-yl)methyl)pyrrolidin-3-yl)oxy)-1-oxoisoindolin-2-yl)piperidine-2,6-dione C1N(CC12CCOCC2)C2=NC1=CC=C(C=C1C=C2)CN2C[C@H](CC2)OC=2C=C1CN(C(C1=CC2)=O)C2C(NC(CC2)=O)=O